(6R,7aS)-7a-(((tert-butyldiphenylsilyl)oxy)methyl)-6-fluorotetrahydro-1H-pyrrolizin-2(3H)-one [Si](C1=CC=CC=C1)(C1=CC=CC=C1)(C(C)(C)C)OC[C@@]12C[C@H](CN2CC(C1)=O)F